3-amino-4-(6,7-difluoro-1H-indazol-4-yl)-6-(3,3-difluoropropoxy)-1H-1,7-phenanthrolin-2-one NC=1C(NC2=C3C=CC=NC3=C(C=C2C1C1=C2C=NNC2=C(C(=C1)F)F)OCCC(F)F)=O